CS(=O)(=O)C=1C=C(C(=O)OC(C)(C)C)C=C(C1)B1OC(C(O1)(C)C)(C)C tert-butyl 3-(methylsulfonyl)-5-(4,4,5,5-tetramethyl-1,3,2-dioxaborolan-2-yl)benzoate